3-methylcyclopentadec-2-enone CC1=CC(CCCCCCCCCCCC1)=O